(2S)-2,9-diamino-4,7-dioxanonanoic acid N[C@H](C(=O)O)COCCOCCN